OC1=CC(=NC=C1)N1N=CC(=C1C(F)(F)F)C(=O)O 1-(4-hydroxypyridin-2-yl)-5-(trifluoromethyl)-1H-pyrazole-4-carboxylic acid